N1(CC(=O)[O-])C(=O)N(C)C=2N=CNC2C1=O.[Na+] Sodium theophyllinate